C(CC=C)NC(C1=CN=C(C=C1Cl)Cl)=O N-(But-3-en-1-yl)-4,6-dichloronicotinamide